N-[4-(benzenesulfonyloxy)phenyl]-N'-[4-(1-naphthalenesulfonyloxy)phenyl]urea C1(=CC=CC=C1)S(=O)(=O)OC1=CC=C(C=C1)NC(=O)NC1=CC=C(C=C1)OS(=O)(=O)C1=CC=CC2=CC=CC=C12